NC1=NC=NN2C1=C(C=C2C=2C=C(C(=NC2)OC)C(=O)NC2CN(CC2F)CC2=CC=CC1=CC=CC=C21)C(F)(F)F 5-[4-amino-5-(trifluoromethyl)pyrrolo[2,1-f][1,2,4]triazin-7-yl]-N-{4-fluoro-1-[(naphthalen-1-yl)methyl]pyrrolidin-3-yl}-2-methoxypyridine-3-carboxamide